C(C)(C)N(CCC1=CNC2=CC=CC=C12)C N-isopropyl-N-methyl-tryptamine